BrCCN1N=CC(=C1)C1=CC2=NC(=CC(=C2O1)N1CCOCC1)N1N=C(C=C1)C=1C=C(C=CC1)C 2-(1-(2-bromoethyl)-1H-pyrazol-4-yl)-7-morpholino-5-(3-(m-tolyl)-1H-pyrazol-1-yl)furo[3,2-b]pyridine